di(trimethylsilicon) sulfur [S].C[Si](C)C.C[Si](C)C